BrC1=CC=C(C2=C1NC=N2)C(=O)N2CCC=1N(N=C3CCN(C[C@H]2C13)C(C=C)=O)C1=CC=C(C=C1)C(C)C |r| (rac)-1-(5-(7-bromo-1H-benzo[d]imidazole-4-carbonyl)-2-(4-isopropylphenyl)-2,3,4,5,5a,6,8,9-octahydro-7H-1,2,5,7-tetraazabenzo[cd]azulen-7-yl)prop-2-en-1-one